FC1(CC(CC1)N1C(C(=CC=C1)NC(OC(C)(C)C)=O)=O)F tert-butyl (1-(3,3-difluorocyclopentyl)-2-oxo-1,2-dihydropyridin-3-yl)carbamate